BrC=1C=C2C=C(N=CC2=C(C1)Cl)NC(=O)[C@H]1[C@H](C1)C#N cis-N-(6-bromo-8-chloroisoquinolin-3-yl)-2-cyanocyclopropane-1-carboxamide